methyl 5-oxo-pentanoate O=CCCCC(=O)OC